[2-(6-bromo-5-fluoro-indol-1-yl)-1-methyl-propyl] (2S)-2-[(3-hydroxy-4-methoxy-pyridine-2-carbonyl) amino]propanoate OC=1C(=NC=CC1OC)C(=O)N[C@H](C(=O)OC(C(C)N1C=CC2=CC(=C(C=C12)Br)F)C)C